5-tert-butoxycarbonyl-2-(4-tert-butylphenyl)-6-methyl-pyrimidine-4-carboxylic acid C(C)(C)(C)OC(=O)C=1C(=NC(=NC1C)C1=CC=C(C=C1)C(C)(C)C)C(=O)O